3,4-Di-methoxy-phenyl-boronic acid COC=1C=C(C=CC1OC)B(O)O